FC=1C=CC2=C(OCCN2C=2C=NC=3CCN(CC3C2)C=2C(=CC=3N(N2)C(C=CN3)=O)C)C1 7-(3-(7-fluoro-2,3-dihydro-4H-benzo[b][1,4]oxazin-4-yl)-7,8-dihydro-1,6-naphthyridin-6(5H)-yl)-8-methyl-4H-pyrimido[1,2-b]pyridazin-4-one